C(C)OC=1C(=NC=CC1)OC=1C=CC=2N(C1)C(=C(N2)C(=O)NC2(CS(C2)(=O)=O)C)CC 6-[(3-ethoxy-2-pyridyl)oxy]-3-ethyl-N-(3-methyl-1,1-dioxo-thietan-3-yl)imidazo[1,2-a]pyridine-2-carboxamide